NC1(CC1)COC=1C(CCN(C1)CN)=O 5-((1-aminocyclopropyl)methoxy)-1-(aminomethyl)-4-oxo-3,4-dihydropyridine